ClC1=CC=C(C(=N1)C(=O)O)N[C@H](C)C=1C=2N=C3C(=NC2C=C(C1)F)OC[C@H]1N3CCOC1 6-chloro-3-(((R)-1-((S)-9-fluoro-1,2,4a,5-tetrahydro-4H-[1,4]oxazino[4',3':4,5][1,4]oxazino[2,3-b]quinoxalin-11-yl)ethyl)amino)picolinic acid